aminopropyl-ethylmaleimide iridium [Ir].NCCCC1=C(C(=O)NC1=O)CC